C1(=C(C=C(C=C1)C)C)C1=CC(=C(C(=C1OCCCCCCCC)C1=C(C=C(C=C1)C)C)O)C1=NC=NC=N1 4,6-bis(2,4-xylyl)-2-(1,3,5-triazinyl)5-octoxyphenol